ClC1=CC=C(C=C1)[C@H]1NC(=NOC1)C1=C(N=NC(=C1)C)OC1=CC(=CC=C1)C(F)(F)F |r| rac-5-(4-chlorophenyl)-3-[6-methyl-3-[3-(trifluoro-methyl)phenoxy]pyridazin-4-yl]-5,6-dihydro-4H-1,2,4-oxadiazine